OC1(CN(C1)C1=NN=C(S1)C=1C(=CC(=NC1)C1=CC=C2N1N=CC(=C2)C#N)NC(C)C)C 7-(5-(5-(3-hydroxy-3-methylazetidin-1-yl)-1,3,4-thiadiazol-2-yl)-4-(isopropylamino)pyridin-2-yl)pyrrolo[1,2-b]pyridazine-3-carbonitrile